2-(2'-hydroxy-3'-cumyl-5'-tertiary octyl-phenyl)benzotriazole OC1=C(C=C(C=C1C(C)(C)C1=CC=CC=C1)C(C)(C)CC(C)(C)C)N1N=C2C(=N1)C=CC=C2